FC(C1=CC=C(/C=C/C=2OC=C(N2)COC2=CC=C(C=C2)CCCCN2N=NC=C2CN2CCS(CC2)(=O)=O)C=C1)(F)F (E)-4-((1-(4-(4-((2-(4-(trifluoromethyl)styryl)oxazol-4-yl)methoxy)phenyl)butyl)-1H-1,2,3-triazol-5-yl)methyl)thiomorpholine 1,1-dioxide